FC=1C=C(C(=NC1)C=1C=C(SC1)C(=O)OC)OCC1=CC(=CC(=C1)C(F)(F)F)F methyl 4-(5-fluoro-3-{[3-fluoro-5-(trifluoromethyl)phenyl]methoxy}pyridin-2-yl)thiophene-2-carboxylate